rel-(3S,4R)-4-(4-chlorophenyl)pyrrolidine-3-carbonitrile ClC1=CC=C(C=C1)[C@H]1[C@@H](CNC1)C#N |o1:7,8|